1-methyl-N-[4-[3-(4-methylpiperazin-1-yl)phenoxy]-6-(o-tolyl)-5-propyl-pyrimidin-2-yl]pyrazole-4-sulfonamide CN1N=CC(=C1)S(=O)(=O)NC1=NC(=C(C(=N1)OC1=CC(=CC=C1)N1CCN(CC1)C)CCC)C1=C(C=CC=C1)C